C1(CC1)C1=NN(C=C1C1=NC(=CC=C1)C1CN(C1)C)[C@@H]1C[C@H](C1)CNC=1C=C2C(N(C(C2=CC1)=O)C1C(NC(CC1)=O)=O)=O 5-(((trans-3-(3-cyclopropyl-4-(6-(1-methylazetidin-3-yl)pyridin-2-yl)-1H-pyrazol-1-yl)cyclobutyl)methyl)amino)-2-(2,6-dioxopiperidin-3-yl)isoindoline-1,3-dione